C(C)(C)N1C(=NN=C1)C1=CC=CC(=N1)NC(=O)NC1=NC2=CC=CC=C2C=N1 1-(6-(4-isopropyl-4H-1,2,4-triazol-3-yl)pyridin-2-yl)-3-(quinazolin-2-yl)urea